N'-(2-chloro-4-(3-((2-fluorobenzyl)oxy)oxetan-3-yl)-5-methylphenyl)-N-ethyl-N-methylformimidamide ClC1=C(C=C(C(=C1)C1(COC1)OCC1=C(C=CC=C1)F)C)N=CN(C)CC